(R)-3-(4-(4-(1-((1r,2s)-2-ethylcyclopentyl)-1H-pyrazol-4-yl)pyrazolo[1,5-a]pyrazin-6-yl)-1H-pyrazol-1-yl)propane-1,2-diol C(C)[C@@H]1[C@@H](CCC1)N1N=CC(=C1)C=1C=2N(C=C(N1)C=1C=NN(C1)C[C@H](CO)O)N=CC2